(S)-8-chloro-4-((5,6-difluoropyridin-3-yl)amino)-6-((pyridin-3-yl(1-(3-(pyrrolidin-1-yl)propyl)-1H-1,2,3-triazol-4-yl)methyl)amino)quinoline-3-carbonitrile ClC=1C=C(C=C2C(=C(C=NC12)C#N)NC=1C=NC(=C(C1)F)F)N[C@H](C=1N=NN(C1)CCCN1CCCC1)C=1C=NC=CC1